BrC1=CC=C(C=C1)[C@@H](C)N1CCOCC1 |o1:7| 4-[rel-(1R)-1-(4-Bromophenyl)ethyl]morpholine